COC1=CC=C(C=C1)C(OC[C@]1(O[C@H](CNC1)N1C(NC(C(=C1)C)=O)=O)CO[Si](C(C)C)(C(C)C)C(C)C)(C1=CC=CC=C1)C1=CC=C(C=C1)OC 1-[(2R,6S)-6-[[bis(4-methoxyphenyl)-phenyl-methoxy]methyl]-6-(triisopropylsilyloxy-methyl)morpholin-2-yl]-5-methyl-pyrimidine-2,4-dione